C1(CCCC1)CC1=CC=C(C=C1)C1=NC(=C(C(=N1)C)C(=O)O)C 2-(4-(cyclopentylmethyl)phenyl)-4,6-dimethylpyrimidine-5-carboxylic acid